COC=1C(=CC2=C(C3=C(C=CO3)C=C2C1)C=1C=NC(=NC1)N1CCOCC1)OC 6,7-dimethoxy-9-(2-morpholinopyrimidin-5-yl)naphtho[2,3]furan